C(C)(=O)N1C(C(C2=CC=CC=C12)=O)=CC1=NC2=CC=C(C=C2C(=C1)C=1C=C2CCNC(C2=CC1)=O)C(=O)N1CCOCC1 6-(2-((1-acetyl-3-oxoindolin-2-ylidene)methyl)-6-(morpholine-4-carbonyl)quinolin-4-yl)-3,4-dihydro-isoquinolin-1(2H)-one